OC(COC=1C(=O)O[C@@H](C1OCCCCCCCC)[C@@H](O)CO)(C)C 2-O-(2-hydroxyisobutyl)-3-O-octylascorbic acid